5-bromo-3,4-dichloro-2-methyl-indazole BrC1=C(C2=C(N(N=C2C=C1)C)Cl)Cl